C1(=CC=CC=C1)S(=O)(=O)N1C=CC=2C1=NC=C1C2N(C(=N1)C1=NNC=C1)C1CCC(CC1)CC#N 2-((1r,4r)-4-(6-(benzenesulfonyl)-2-(1H-pyrazol-3-yl)imidazo[4,5-d]Pyrrolo[2,3-b]Pyridin-1(6H)-yl)cyclohexyl)acetonitrile